(S)-2-(4-(1,4-dioxan-2-yl)phenyl)-4,4,5,5-tetramethyl-1,3,2-dioxaborolane O1[C@H](COCC1)C1=CC=C(C=C1)B1OC(C(O1)(C)C)(C)C